5-(4-fluorophenyl)-1-methyl-4-{1H-[1,2,3]triazolo[4,5-c]pyridin-6-yl}-1H-imidazole FC1=CC=C(C=C1)C1=C(N=CN1C)C1=CC2=C(C=N1)N=NN2